3-[2-[4-(5-bromo-8-chloro-4-oxo-chromen-2-yl)phenoxy]ethoxy]cyclobutanecarboxylic acid BrC1=C2C(C=C(OC2=C(C=C1)Cl)C1=CC=C(OCCOC2CC(C2)C(=O)O)C=C1)=O